C(C)(C)(C)OC(N(C)[C@H](COC1=CC(=C(C=C1)C)C(NC1(CC1)C1=C2C=CC=NC2=CC(=C1)OC)=O)C)=O (S)-tert-Butyl(1-(3-((1-(7-methoxyquinolin-5-yl)cyclopropyl)carbamoyl)-4-methylphenoxy)propan-2-yl)(methyl)carbamate